C(#N)C=1C=NNC1 4-cyano-1H-pyrazole